monomethylolastatine C(O)[At]